C1(CC1)S(=O)(=O)N1N=CC(=C1)C1=NC=CC(=N1)NC1=NC=C(C(=C1)NC1CCN(CC1)CCF)C1=NN(C=C1)C(F)F N2-(2-(1-(Cyclopropylsulfonyl)-1H-pyrazol-4-yl)pyrimidin-4-yl)-5-(1-(difluoromethyl)-1H-pyrazol-3-yl)-N4-(1-(2-fluoroethyl)piperidin-4-yl)pyridine-2,4-diamine